prop-2-en-1-yl 3-(5-[(5-chlorothiophen-2-yl)methyl]amino-1-(1,3-thiazole-4-carbonyl)-1H-pyrazol-3-yl)-8-azabicyclo[3.2.1]octane-8-carboxylate ClC1=CC=C(S1)CNC1=CC(=NN1C(=O)C=1N=CSC1)C1CC2CCC(C1)N2C(=O)OCC=C